C(#N)CC1=CC(=C(C(=O)OC)C=C1)SCC methyl 4-(cyanomethyl)-2-ethylsulfanyl-benzoate